(1-(2-(((1H-pyrrolo[3,2-c]pyridin-2-yl)methyl)amino)-2-oxoethyl)-6-oxo-2-phenyl-1,6-dihydropyrimidin-5-yl)-4-oxo-4-(4-phenoxyphenyl)butanamide N1C(=CC=2C=NC=CC21)CNC(CN2C(=NC=C(C2=O)C(C(=O)N)CC(C2=CC=C(C=C2)OC2=CC=CC=C2)=O)C2=CC=CC=C2)=O